Cl.N[C@@H](C(=O)NC12CC(C1)C2)CCOC (R)-2-amino-N-(bicyclo[1.1.1]pentan-1-yl)-4-methoxybutanamide hydrochloride